C(#N)C1=C(OC2CCC(CC2)(C(=O)O)C)C=C(C(=C1)OC)C(N[C@@H]1[C@H]2CC[C@@H]([C@@H]1C(NC13CC(C1)(C3)F)=O)C2)=O (1S,4s)-4-(2-cyano-5-(((1S,2R,3S,4R)-3-((3-fluorobicyclo[1.1.1]pentan-1-yl)carbamoyl)bicyclo[2.2.1]heptan-2-yl)carbamoyl)-4-methoxyphenoxy)-1-methylcyclohexane-1-carboxylic acid